CN1CCN(CC1)CCCNC(=O)C1=NOC(=C1)C1=CC=CC=C1 N-[3-(4-methylpiperazin-1-yl)propyl]-5-phenyl-1,2-oxazole-3-carboxamide